O=C1NC(CCC1N1C(C2=CC=C(C=C2C1)C1CCN(CC1)C(=O)OC)=O)=O methyl 4-(2-(2,6-dioxopiperidin-3-yl)-1-oxoisoindolin-5-yl)piperidine-1-carboxylate